C1(CC1)N1/C(/S\C(\C1=O)=C\1/C(NC2=C(C=CC=C12)F)=O)=N/C1=CC=C(C=C1)S(=O)(=O)N 4-(((Z)-3-cyclopropyl-5-((Z)-7-fluoro-2-oxoindolin-3-ylidene)-4-oxothiazolidin-2-ylidene)amino)benzenesulfonamide